tert-butyl N-[1-[7-[[8-(methanesulfonamidomethyl)-6-methyl-imidazo[1,2-a]pyrazin-2-yl]carbamoyl]-2-methyl-indazol-4-yl]pyrrolidin-3-yl]-N-methyl-carbamate CS(=O)(=O)NCC=1C=2N(C=C(N1)C)C=C(N2)NC(=O)C2=CC=C(C1=CN(N=C21)C)N2CC(CC2)N(C(OC(C)(C)C)=O)C